4-(1-menthoxy-methyl)-2-phenyl-1,3-dioxolane C1(CC(C(CC1)C(C)C)OCC1OC(OC1)C1=CC=CC=C1)C